5-((3-(ethoxymethyl)-3-phenethylpyrrolidin-1-yl)methyl)-2-methylpyridine C(C)OCC1(CN(CC1)CC=1C=CC(=NC1)C)CCC1=CC=CC=C1